N-(5,6-Dimethoxy-benzothiazol-2-yl)-2-(4-ethanesulfonyl-phenyl)-2-(naphthalen-2-yloxy)-acetamide COC=1C(=CC2=C(N=C(S2)NC(C(OC2=CC3=CC=CC=C3C=C2)C2=CC=C(C=C2)S(=O)(=O)CC)=O)C1)OC